C(C)(C)(C)N(C(O)=O)CCOC1=CC(=C2C(=N1)SC(=N2)Br)C.O=C(CCCCCCCCCCCCCCC)NCC(=O)N[C@@H](CC2=CNC=N2)C(=O)N[C@@H](CCCCN)C(=O)O N-(1-oxohexadecyl)glycyl-L-histidyl-L-lysine tert-butyl-(2-((2-bromo-7-methylthiazolo[5,4-b]pyridin-5-yl)oxy)ethyl)carbamate